FC1=C(C=C(C(=O)OCC(C)(NC(=O)C=2C=C3C(=NC2)C=CS3)C)C=C1)OC 2-methyl-2-(thieno[3,2-b]pyridine-6-carboxamido)propyl 4-fluoro-3-methoxybenzoate